C1([C@H](O)[C@H](O)[C@H](O1)CO)C1=NC(=NN1)C(=O)N D-Ribofuranosyl-1,2,4-Triazole-3-Carboxamide